3-(4-((3-(5-(Morpholinomethyl)-1H-benzo[d]imidazol-2-yl)-1-((2-(trimethylsilyl)ethoxy)methyl)-1H-pyrazol-4-yl)amino)pyrimidin-2-yl)benzonitrile O1CCN(CC1)CC1=CC2=C(NC(=N2)C2=NN(C=C2NC2=NC(=NC=C2)C=2C=C(C#N)C=CC2)COCC[Si](C)(C)C)C=C1